2-chloro-4-nitrotoluene ClC1=C(C)C=CC(=C1)[N+](=O)[O-]